C(C)(C)(C)OC(=O)O[C@H]1C[C@@H](O[C@@H]1CO)N1C(=O)NC(=O)C(=C1)F 3'-O-tert-butyloxycarbonyl-5-fluoro-2'-deoxyuridine